ClC=1C(=C(NC=2C3=C(N=CN2)C=CC(=N3)O[C@@H]3CN(CC3)C(C=C)=O)C=CC1OC1=NN(C=C1)C)F 1-[(3S)-3-[4-[3-chloro-2-fluoro-4-(1-methylpyrazol-3-yl)oxy-anilino]pyrido[3,2-d]pyrimidin-6-yl]oxypyrrolidin-1-yl]prop-2-en-1-one